(R)-N-(1-(4-(cyclopropanesulfonamido)pyridin-2-yl)propyl)-5-(6-ethoxypyrazin-2-yl)-4-methylthiazole-2-carboxamide C1(CC1)S(=O)(=O)NC1=CC(=NC=C1)[C@@H](CC)NC(=O)C=1SC(=C(N1)C)C1=NC(=CN=C1)OCC